4-[4-[8-ethyl-7-fluoro-3-(methoxymethoxy)-1-naphthyl]-7-ethylsulfonyl-5-fluoro-2-methyl-pyrazolo[4,3-f]quinazolin-9-yl]-6-methyl-1,4-oxazepan-6-Ol C(C)C=1C(=CC=C2C=C(C=C(C12)C=1C=2C(C=3C(=NC(=NC3C1F)S(=O)(=O)CC)N1CCOCC(C1)(O)C)=CN(N2)C)OCOC)F